BrC=1C(=C(C=CC1)NC(=O)C1=NN2C(C(CCC2)O)=C1)C N-(3-bromo-2-methylphenyl)-4-hydroxy-4,5,6,7-tetrahydropyrazolo[1,5-a]pyridine-2-carboxamide